beta-propanelactone C1(C(C)O1)=O